N-hydroxy-2-(2-methoxy-5-(methyl-(quinazolin-4-yl)amino)phenyl)-3-methylbutanamide ONC(C(C(C)C)C1=C(C=CC(=C1)N(C1=NC=NC2=CC=CC=C12)C)OC)=O